FC1=C(C(=C(C=C1OC)OC)F)N1C(N(C2=C(C1)C=NC(=C2)C=2C(=NN(C2)C)C)C2=CC=C(C=C2)C=2OC(=NN2)C)=O 3-(2,6-difluoro-3,5-dimethoxyphenyl)-7-(1,3-dimethyl-1H-pyrazol-4-yl)-1-(4-(5-methyl-1,3,4-oxadiazol-2-yl)phenyl)-3,4-dihydropyrido[4,3-d]pyrimidin-2(1H)-one